titanium dibutoxybisethylacetoacetate C(CCC)OC(C(=O)[O-])(C(=O)C(CC)CC)OCCCC.[Ti+4].C(CCC)OC(C(=O)[O-])(C(=O)C(CC)CC)OCCCC.C(CCC)OC(C(=O)[O-])(C(=O)C(CC)CC)OCCCC.C(CCC)OC(C(=O)[O-])(C(=O)C(CC)CC)OCCCC